OC1=C(C(=CC(=C1)OC)OC)C(C=CC1=CC=CC=C1)=O 1-(2-hydroxy-4,6-dimethoxy-phenyl)-3-phenylprop-2-en-1-one